[N+](=O)([O-])C1=CC=C(CON=C2C3=CC=CC=C3C(C=3[NH+](CN(C32)C)C)=O)C=C1 (E)- or (Z)-4-((4-nitrobenzyloxy)imino)-1,3-dimethyl-9-oxo-4,9-dihydro-1H-Naphtho[2,3-d]imidazolium